5-((4-((2-cyclopropylethyl)amino)-5-methylpyrimidin-2-yl)amino)benzo[c][1,2]oxaborol-1(3H)-ol trifluoroacetate FC(C(=O)O)(F)F.C1(CC1)CCNC1=NC(=NC=C1C)NC1=CC2=C(B(OC2)O)C=C1